1-(allyloxy)-3-(3-butyn-1-oxy)-2-propanol C(C=C)OCC(COCCC#C)O